1-[4-(trifluoromethyl)pyridin-2-yl]Piperazine tert-butyl-(R)-2-(methoxymethyl)-4-(4,4,5,5-tetramethyl-1,3,2-dioxaborolan-2-yl)-2,5-dihydro-1H-pyrrole-1-carboxylate C(C)(C)(C)OC(=O)N1[C@H](C=C(C1)B1OC(C(O1)(C)C)(C)C)COC.FC(C1=CC(=NC=C1)N1CCNCC1)(F)F